NC1=NC=CC=C1C1=NC=2C(=NC=C(C2)C2=CC=C(C=C2)F)N1C1=CC=C(C=C1)C1CN(C1)C[C@@H]1CC[C@H](CC1)C(=O)O trans-4-[[3-[4-[2-(2-amino-3-pyridyl)-6-(4-fluorophenyl)imidazo[4,5-b]pyridin-3-yl]phenyl]azetidin-1-yl]methyl]cyclohexanecarboxylic acid